4-Benzyl-N-[3-(pyridin-3-yl)phenyl]pyrrolidine-3-carboxamide dihydrochloride Cl.Cl.C(C1=CC=CC=C1)C1C(CNC1)C(=O)NC1=CC(=CC=C1)C=1C=NC=CC1